BrC=1SC2=C(C1)CC(CC2)N(C(OC(C)(C)C)=O)C tert-butyl N-(2-bromo-4,5,6,7-tetrahydrobenzothiophen-5-yl)-N-methyl-carbamate